magnesium L-ascorbic acid 2-phosphate P(=O)([O-])([O-])OC=1C(=O)O[C@@H](C1O)[C@@H](O)CO.[Mg+2]